7-chloro-6-fluoro-1-(2-isopropyl-6-methyl-4-(methylthio)pyridin-3-yl)pyrido[2,3-d]pyrimidine-2,4(1h,3h)-dione ClC=1C(=CC2=C(N(C(NC2=O)=O)C=2C(=NC(=CC2SC)C)C(C)C)N1)F